NC1=C(C=C(C=N1)C1=CC=C(C=C1)C(=O)N1C[C@@H](CC1)O)OC(C)C1=C(C(=CC=C1Cl)F)Cl (4-{6-amino-5-[1-(2,6-dichloro-3-fluoro-phenyl)-ethoxy]-pyridin-3-yl}-phenyl)-((R)-3-hydroxy-pyrrolidin-1-yl)-methanone